O=C1CC(OC2=CC=CC=C12)(C(=O)O)C(F)(F)F 4-oxo-2-(trifluoromethyl)chromene-2-carboxylic acid